BrC1C(CC(CC1)C)=O 2-bromo-5-methylcyclohexan-1-one